2-CHLOROISONICOTINALDEHYDE ClC=1C=C(C=O)C=CN1